3-(6-((tert-butoxycarbonyl)(methyl)amino)imidazo[1,2-a]pyridin-3-yl)benzoic acid C(C)(C)(C)OC(=O)N(C=1C=CC=2N(C1)C(=CN2)C=2C=C(C(=O)O)C=CC2)C